BrC=1C=C2C(=CN1)OC(=C2N(C=2SC(=C(N2)C2=CC=C(C=C2)F)C#N)C)CC 2-((5-bromo-2-ethylfuro[2,3-c]pyridin-3-yl)(methyl)amino)-4-(4-fluorophenyl)thiazole-5-carbonitrile